methyl-trans-4-decenoic acid CC(C(=O)O)C\C=C\CCCCC